benzotriazole-d N1N=NC2=C1C=CC=C2[2H]